1-(8-bromo-5-chloro-4-(cyclobutylamino)-2-(((5-methylisoxazol-3-yl)methyl)sulfinyl)quinolin-3-yl)ethanone BrC=1C=CC(=C2C(=C(C(=NC12)S(=O)CC1=NOC(=C1)C)C(C)=O)NC1CCC1)Cl